C1(=CC=CC=C1)[C@H]([C@@H]1CNC2=C(O1)N=CC=C2)NCCC2=CC=C(C#N)C=C2 4-[2-[[(R)-phenyl-[(3S)-2,3-dihydro-1H-pyrido[2,3-b][1,4]oxazin-3-yl]methyl]amino]ethyl]benzonitrile